4-hydroxy-2,3-dimethoxy-6-methyl-5-(3,7,11-trimethyldodec-2,6,10-trienyl)cyclohex-2-enone OC1C(=C(C(C(C1CC=C(CCC=C(CCC=C(C)C)C)C)C)=O)OC)OC